C1(=CC=CC=C1)NC=1SC(=C(N1)C1=CC=CC=C1)C(C1=CC=CC2=CC=CC=C12)OC N,4-diphenyl-5-(methoxy(1-naphthyl)methyl)thiazole-2-amine